2-Phenyl-1,3-propandiol C1(=CC=CC=C1)C(CO)CO